OC(C(CC(=O)O)C(=O)O)C(=O)O hydroxypropane-1,2,3-tricarboxylic acid